O=C1CCOC2(C1C(=O)OCC)CCN(CC2)C(=O)OC(C)(C)C 9-(tert-butyl) 5-ethyl 4-oxo-1-oxa-9-azaspiro[5.5]undecane-5,9-dicarboxylate